O=C1N(CCC(N1)=O)C1=NN(C2=C(C(=CC=C12)N1CC2(CN(C2)C2CCN(CC2)C(=O)OCC(=O)OC(C)(C)C)C1)F)C 2-(tert-butoxy)-2-oxoethyl 4-(6-(3-(2,4-dioxotetrahydropyrimidin-1(2H)-yl)-7-fluoro-1-methyl-1H-indazol-6-yl)-2,6-diazaspiro[3.3]heptan-2-yl)piperidine-1-carboxylate